2,4,6-tris(2-pyridylthio)s-triazine tert-Butyl-5-((3aR,4R,6aR)-2,2-dimethyl-6-oxotetrahydro-4H-cyclopenta[d][1,3]dioxol-4-yl)-3,6-dihydropyridine-1(2H)-carboxylate C(C)(C)(C)OC(=O)N1CCC=C(C1)[C@H]1CC([C@@H]2OC(O[C@@H]21)(C)C)=O.N2=C(C=CC=C2)SC2=NC(=NC(=N2)SC2=NC=CC=C2)SC2=NC=CC=C2